aza-cyclotetradecyne-10-carbaldehyde C1#CNCCCCCCC(CCCC1)C=O